N1CC(OCC1)C1(CC1)O 1-(morpholin-2-yl)cyclopropan-1-ol